BrC=1C(=C(C=CC1)NC(CCl)=O)CO N-(3-bromo-2-(hydroxymethyl)phenyl)-2-chloroacetamide